N-(4-methyl-1-(2-((4-(4-methylpiperazin-1-yl)phenyl)amino)pyrimidin-4-yl)piperidin-4-yl)cyclopropanesulphonamide CC1(CCN(CC1)C1=NC(=NC=C1)NC1=CC=C(C=C1)N1CCN(CC1)C)NS(=O)(=O)C1CC1